2-((5-chloro-2,3-dihydro-1H-inden-2-yl)amino)pyrimidine ClC=1C=C2CC(CC2=CC1)NC1=NC=CC=N1